N[C@H](C#N)[C@@H]1CC(CCC1)(C)C (S)-2-amino-2-((S)-3,3-dimethylcyclohexyl)acetonitrile